ClC1=CC(=NC=C1)[C@@H]1[C@H](C1)C(=O)NC1=NC=NC(=C1)NCC1=NN2C(C(=CC(=C2)C2CC2)N2C(NC(C2)=O)=O)=N1 (1S,2S)-2-(4-chloropyridin-2-yl)-N-(6-(((6-cyclopropyl-8-(2,4-dioxoimidazolidin-1-yl)-[1,2,4]triazolo[1,5-a]pyridin-2-yl)methyl)amino)pyrimidin-4-yl)cyclopropane-1-carboxamide